isotridecyloxypropylammonium acetate C(C)(=O)[O-].C(CCCCCCCCCC(C)C)OCCC[NH3+]